1,4,6,7-tetrahydro-5H-[1,2,3]triazolo[4,5-c]pyridine-5-carboxamide N1N=NC=2CN(CCC21)C(=O)N